C1=C2C(=NN=C1)NCC1N2CCC1 5,6,6a,7,8,9-hexahydropyrrolo[1',2':4,5]pyrazino[2,3-c]pyridazin